5-(1-(3,5-difluorophenyl)ethoxy)-3-(5-((1-methylazetidin-3-yl)methyl)-1,4,5,6-tetrahydropyrrolo[3,4-d]imidazol-2-yl)-1H-indazole FC=1C=C(C=C(C1)F)C(C)OC=1C=C2C(=NNC2=CC1)C1=NC2=C(N1)CN(C2)CC2CN(C2)C